ClC=1C=C2CCNCC2=C(C1)[C@H]1N(CCOC1)C(=O)OC(C)(C)C Tert-butyl (R)-3-(6-chloro-1,2,3,4-tetrahydroisoquinolin-8-yl)morpholine-4-carboxylate